ClC([Si]([Si]([Si](C)(C)Cl)(Cl)Cl)(Cl)Cl)C hexachloro-dimethyl-trisila-pentane